C(C)(C)(C)OC(=O)N1C[C@H]([C@@H](CC1)OC1=CC(=CC=C1)C(F)(F)F)OC.OC=1C=C(C=CC1N)C(C(F)(F)F)(C(F)(F)F)C1=CC(=C(C=C1)N)O |r| 2,2-bis-(3-hydroxy-4-aminophenyl)hexafluoropropane (±)-trans-tert-butyl-3-methoxy-4-(3-(trifluoromethyl)phenoxy)piperidine-1-carboxylate